2-(2,4-difluorophenyl)-1-(8-(4-(2-morpholinoethoxy)phenyl)-2,8-diazaspiro[4.5]decan-2-yl)-3-(1H-1,2,4-triazol-1-yl)propan-2-ol FC1=C(C=CC(=C1)F)C(CN1CC2(CC1)CCN(CC2)C2=CC=C(C=C2)OCCN2CCOCC2)(CN2N=CN=C2)O